tert-butyl (3,6,9,12-tetraoxapentadecan-14-yn-1-yl)carbamate C(COCCOCCOCCOCC#C)NC(OC(C)(C)C)=O